3-((5-(aminomethyl)-1-(3-(methylsulfonyl)propyl)-1H-benzo[d]imidazol-2-yl)methyl)-1-cyclopropyl-1,3-dihydro-2H-imidazo[4,5-c]pyridin-2-one NCC1=CC2=C(N(C(=N2)CN2C(N(C3=C2C=NC=C3)C3CC3)=O)CCCS(=O)(=O)C)C=C1